COC(=O)C1=CNC(C=2C=C3C(=NC12)C(=CC=C3)C)=O 6-methyl-1-oxo-1,2-dihydrobenzo[B][1,6]naphthyridine-4-carboxylic acid methyl ester